(2-Methylbenzoyl) 2-methylbenzenecarboperoxoate CC1=C(C=CC=C1)C(=O)OOC(C1=C(C=CC=C1)C)=O